(1s,4s)-4-((2-(difluoromethoxy)-4,5-difluorophenyl)carbamoyl)-4-(2-isopropylphenyl)cyclohexane-1-carboxylic acid FC(OC1=C(C=C(C(=C1)F)F)NC(=O)C1(CCC(CC1)C(=O)O)C1=C(C=CC=C1)C(C)C)F